C1NCC12N(CCC2)C2=CC=C1C[C@H](COC1=C2)NC(=O)C2=C(C=1C(=NC(=CC1)C)S2)N (R)-N-(7-(2,5-diazaspiro[3.4]octan-5-yl)chroman-3-yl)-3-amino-6-methylthieno[2,3-b]pyridine-2-carboxamide